CN(CCCCCCC(=O)O)CCOCCOCCNC(=O)C=1C=C2C=3C(N(C2=CC1)C1=NC=CC(=C1)C(F)(F)F)=NN(C3)C 7-[methyl(2-{2-[2-({2-methyl-8-[4-(trifluoromethyl)pyridin-2-yl]-2H,8H-pyrazolo[3,4-b]indol-5-yl}formamido)ethoxy]ethoxy}ethyl)amino]heptanoic acid